O=C1CCC(CCO1)OCCC(=O)OCC1=C(C=CC=C1)[N+](=O)[O-] 2-Nitrobenzyl 3-((7-oxo oxepan-4-yl)oxyl)propanoate